C(C)(C)(C)C1CCC(CC1)OC(=O)OOC(=O)OC1CCC(CC1)C(C)(C)C di(4-t-butylcyclohexyl)-peroxydicarbonate